3-((2-(4-chlorophenyl)-4-isopropyl-3,6-dioxopiperazin-1-yl)methyl)benzonitrile ClC1=CC=C(C=C1)C1N(C(CN(C1=O)C(C)C)=O)CC=1C=C(C#N)C=CC1